7-(5-chloro-2-(2-(2-methyl-6-(4-methylpiperazin-1-yl)-4-oxo-7-(trifluoromethyl)quinazolin-3(4H)-yl)ethoxy)phenyl)-5-methylthieno[3,2-b]pyridine-3-carboxylic acid ClC=1C=CC(=C(C1)C1=C2C(=NC(=C1)C)C(=CS2)C(=O)O)OCCN2C(=NC1=CC(=C(C=C1C2=O)N2CCN(CC2)C)C(F)(F)F)C